chromium(II) stearate C(CCCCCCCCCCCCCCCCC)(=O)[O-].[Cr+2].C(CCCCCCCCCCCCCCCCC)(=O)[O-]